C(C)C1=CC=C(C=C1)C=1SC2=CC=CC=C2C(C1)=O 2-(4-ethylphenyl)-4H-thiochromen-4-one